C(CCC)(=O)OC=1C(=NC=CC1OC)C(N[C@@H](C)C1=NOC(=N1)C1C(C1C1=CC=C(C=C1)F)C1=CC=C(C=C1)F)=O 2-(((1S)-1-(5-(2,3-bis(4-fluorophenyl)cyclopropyl)-1,2,4-oxadiazol-3-yl)ethyl)carbamoyl)-4-methoxypyridin-3-yl butyrate